The molecule is a 32-membered macrolide antibiotic isolated from the fermentation broth of Nocardia brasiliensis. It exhibits antifungal and immunosuppressive activity. It has a role as a metabolite, an immunosuppressive agent and an antifungal agent. It is a macrolide antibiotic, a malonate ester, a deoxy hexoside and an epoxide. CCCCC(=O)O[C@H]1C[C@@H](O[C@H]([C@H]1O)C)O[C@@H](C)[C@H](C)[C@@H]([C@@H](C)[C@@H]([C@H](C)[C@@H]2[C@H]([C@H]3[C@@H](O3)[C@H](CCC[C@H](C[C@@H](C[C@@H]4C[C@@H]([C@H]([C@@](O4)(C[C@H]([C@@H](CC[C@@H](C[C@H](C[C@H](C/C=C/C(=O)O2)O)O)O)C)O)O)O)O)O)OC(=O)CC(=O)O)O)C)O)O